methyl (5R)-3-(1-(6-aminopyridazin-3-yl)ethyl)-2-oxo-5-(trifluoromethyl)piperidine-3-carboxylate NC1=CC=C(N=N1)C(C)C1(C(NC[C@@H](C1)C(F)(F)F)=O)C(=O)OC